methyl(pyrimidin-4-yl)((4-((5-(trifluoromethyl)-1,2,4-oxadiazol-3-yl)methyl)phenyl)imino)-λ6-sulfanone CS(=O)(=NC1=CC=C(C=C1)CC1=NOC(=N1)C(F)(F)F)C1=NC=NC=C1